2-((1R,2S,3S,6R,8R)-2-(aminomethyl)tricyclo[4.2.1.03,8]nonan-2-yl)acetic acid NC[C@@]1([C@H]2[C@@H]3C[C@@H](CC[C@H]13)C2)CC(=O)O